C(C1=CC=CC=C1)N1C2(CNC2=O)CN(CC1)C 5-benzyl-8-methyl-2,5,8-triazaspiro[3.5]nonan-1-one